C(C)(C)(C)OC(NC1=NC(=CC(=C1)C(F)F)OC1CN(C1)C)=O (4-(difluoromethyl)-6-((1-methylazetidin-3-yl)oxy)pyridin-2-yl)carbamic acid tert-butyl ester